ClC=1C=C(CC2=NC3=C(N2CC2COCC2)C=C(C=C3)C(=O)OC)C=CC1C1=NC(=CC=C1)OCC1=C(C=C(C=C1)Cl)F methyl 2-(3-chloro-4-(6-((4-chloro-2-fluorobenzyl) oxy) pyridin-2-yl) benzyl)-1-((tetrahydrofuran-3-yl) methyl)-1H-benzo[d]imidazole-6-carboxylate